5-Bromo-3a-(4-chlorophenyl)-1,2,3,3a-tetrahydrobenzo[d]pyrrolo[2,1-b]oxazole BrC1=CC=CC=2N3C(OC21)(CCC3)C3=CC=C(C=C3)Cl